FC1=C(C=C(C=C1)NC(=O)C1=C(N(C(=C1C)C(C(=O)NC1CCC(CC1)(C)O)=O)C)C)C N-(4-fluoro-3-methylphenyl)-5-(2-(((1s,4s)-4-hydroxy-4-methylcyclohexyl)amino)-2-oxoacetyl)-1,2,4-trimethyl-1H-pyrrole-3-carboxamide